tert-butyl N-[1-[7-[[8-[[tert-butyl(dimethyl)silyl]oxymethyl]-2-methyl-imidazo[1,2-a]pyrazin-6-yl]carbamoyl]-2-methyl-indazol-4-yl]-4-piperidyl]-N-cyclopropyl-carbamate [Si](C)(C)(C(C)(C)C)OCC=1C=2N(C=C(N1)NC(=O)C1=CC=C(C3=CN(N=C13)C)N1CCC(CC1)N(C(OC(C)(C)C)=O)C1CC1)C=C(N2)C